N-(2,4-dimethoxybenzyl)-6,7,8,9-tetrahydro-5H-pyrimido[5,4-c]azepin-4-amine COC1=C(CNC2=NC=NC3=C2CNCCC3)C=CC(=C1)OC